1,2-Diphenylethan-1-one C1(=CC=CC=C1)C(CC1=CC=CC=C1)=O